β-methyl-tryptophan CC([C@H](N)C(=O)O)C1=CNC2=CC=CC=C12